FC1=CC=C(S1)CC[C@@]1(CN(CC1)C(C)(C)C=1C=NC(=CC1)C)[C@@H]1NC(NC2=CC=CC=C12)=O |o1:8| (S)-4-((R or S)-3-(2-(5-fluorothiophen-2-yl)ethyl)-1-(2-(6-methylpyridin-3-yl)propan-2-yl)pyrrolidin-3-yl)-3,4-di-hydroquinazolin-2(1H)-one